[N+](=O)([O-])C=1C=CC(=NC1)SSC1=NC=C(C=C1)[N+](=O)[O-] 2,2'-dithio-bis-(5-nitropyridine)